2-(5-(2-((5,6-dihydro-4H-cyclopenta[c]thiophen-5-yl)amino)pyrimidin-5-yl)-1,3,4-oxadiazol-2-yl)-1-(1,4,6,7-tetrahydro-5H-[1,2,3]triazolo[4,5-c]pyridin-5-yl)ethan-1-one C=1SC=C2C1CC(C2)NC2=NC=C(C=N2)C2=NN=C(O2)CC(=O)N2CC1=C(CC2)NN=N1